4-(1-(4-(1H-1,2,3-triazol-1-yl)phenyl)-3-((((1S,3S)-3-aminocyclohexyl)-methyl)amino)-1H-pyrazol-5-yl)-2-fluorobenzonitrile N1(N=NC=C1)C1=CC=C(C=C1)N1N=C(C=C1C1=CC(=C(C#N)C=C1)F)NC[C@@H]1C[C@H](CCC1)N